6,8-DIMETHYL-3-FORMYLCHROMONE CC=1C=C2C(C(=COC2=C(C1)C)C=O)=O